4-(4-chlorobenzyl)-1-(3-fluoro-5-methoxypyridin-2-yl)-3-(oxetan-3-yl)-piperazine-2,5-dione ClC1=CC=C(CN2C(C(N(CC2=O)C2=NC=C(C=C2F)OC)=O)C2COC2)C=C1